methyl (S)-7-((4-fluoro-5-(4-fluorophenyl)picolinoyl)glycyl)-1,4-dioxa-7-azaspiro[4.4]nonane-8-carboxylate FC1=CC(=NC=C1C1=CC=C(C=C1)F)C(=O)NCC(=O)N1CC2(OCCO2)C[C@H]1C(=O)OC